(2S,3R,4E)-1-(β-D-Galactopyranosyloxy)-2-(N-15Z,18Z-tetracosadienoylamino)octadec-4-en-3-ol [C@@H]1([C@H](O)[C@@H](O)[C@@H](O)[C@H](O1)CO)OC[C@@H]([C@@H](\C=C\CCCCCCCCCCCCC)O)NC(C=CC=CCCCCCCCCCCCCCCCCCCC)=O